FC1=C2CN(CC2=CC=C1)C(=O)ON1NCCCCCCCCCCCCC1 diazacyclopentadec-2-yl 4-fluoro-1,3-dihydro-2H-isoindole-2-carboxylate